C12(OCC(C1)C2)CN2C(=NC1=C2C=C(C=C1)C(=O)OC)CC1=C(C=C(C(=C1)F)Br)F Methyl 1-((2-oxabicyclo[2.1.1]hex-1-yl) methyl)-2-(4-bromo-2,5-difluorobenzyl)-1H-benzo[d]imidazole-6-carboxylate